(S)-1-(2-(1-(cyclobutylmethyl)-2,3-dioxoindolin-5-yl)thiazol-4-yl)-3-(piperidin-3-yl)urea C1(CCC1)CN1C(C(C2=CC(=CC=C12)C=1SC=C(N1)NC(=O)N[C@@H]1CNCCC1)=O)=O